3-Bromo-N-((6-((3R,5S)-3,5-dimethylpiperazin-1-yl)pyridin-2-yl)methyl)-2-methyl-1-tosyl-1H-pyrrolo[2,3-b]pyridin-4-amine BrC1=C(N(C=2N=CC=C(C21)NCC2=NC(=CC=C2)N2C[C@H](N[C@H](C2)C)C)S(=O)(=O)C2=CC=C(C)C=C2)C